[N+](=O)([O-])C1=C(CC2=C(C[C@H](N)C(=O)O)C=CC(=C2)O)C=CC=C1 o-(2-nitrobenzyl)-L-tyrosine